(S)-5-(3-(1-(5-fluoro-3-methylbenzofuran-2-yl)-2-methylpropyl)ureido)-N,N-dimethyl-nicotinamide FC=1C=CC2=C(C(=C(O2)[C@H](C(C)C)NC(NC=2C=NC=C(C(=O)N(C)C)C2)=O)C)C1